[Al].[Ir] Iridium-Aluminium